(1S,3R)-2-(3-((tert-butyldiphenylsilyl)oxy)-2,2-difluoropropyl)-1-(5-((1-(3-fluoropropyl)azetidin-3-yl)amino)pyridin-2-yl)-3-methyl-1,2,3,4-tetrahydroisoquinoline-7,8-diol [Si](C1=CC=CC=C1)(C1=CC=CC=C1)(C(C)(C)C)OCC(CN1[C@@H](C2=C(C(=CC=C2C[C@H]1C)O)O)C1=NC=C(C=C1)NC1CN(C1)CCCF)(F)F